C(C)(C)(C)OC(NCCCCC(CCCCNC(OC(C)(C)C)=O)=O)=O di-tert-butyl(5-oxononane-1,9-diyl)dicarbamate